6-bromo-2,3-dimethylbenzaldehyde BrC1=CC=C(C(=C1C=O)C)C